C(C1=CC=CC=C1)O[C@]1(O[C@H]([C@@H]([C@H](C1)O)NC(CO)=O)[C@@H]([C@@H](CNC(CC1=CC=C(C=C1)CCCCCCCOCC#C)=O)O)O)C(=O)O (2R,4S,5R,6R)-2-(benzyloxy)-6-((1R,2R)-1,2-dihydroxy-3-(2-(4-(7-(prop-2-yn-1-yloxy)heptyl)phenyl)acetamido)propyl)-4-hydroxy-5-(2-hydroxyacetamido)tetrahydro-2H-pyran-2-carboxylic acid